CS(=O)(=O)NCCN1C(C(=NC2=CC=CC=C12)C=1SC=CC1)=O 1-(2-methylsulfonylaminoethyl)-3-(2-thienyl)-1,2-dihydro-quinoxaline-2-one